CC1(OB(OC1(C)C)C1=C(SC=C1)C)C 4,4,5,5-tetramethyl-2-(2-methylthiophen-3-yl)-1,3,2-dioxaborolan